[K].C(CCCCCCCCCC(C)C)OCCCCCCCCCCC(C)C isotridecyl ether, potassium salt